ClC1=C(C=CC=2C3=C(NC12)CCN([C@@H]3CSC)C(=O)C3=NC=C(C=N3)OC)Cl (S)-(6,7-dichloro-1-((methylthio)methyl)-1,3,4,5-tetrahydro-2H-pyrido[4,3-b]indol-2-yl)(5-methoxypyrimidin-2-yl)methanone